NC1=C(C=C(C=N1)NC(C(N1C(CC[C@@H](C1)C)C=1C=CC2=CN(N=C2C1)C1CC(N(CC1)C)(C)C)=O)=O)CC N-(6-amino-5-ethyl-3-pyridyl)-2-oxo-2-[(5S)-5-methyl-2-[2-(1,2,2-trimethyl-4-piperidyl)indazol-6-yl]-1-piperidyl]acetamide